6-(2-hydroxy-2-(2-(trifluoromethyl)phenyl)acetyl)-2-(1-phenylcyclopropyl)-5,6,7,8-tetrahydropyrido[4,3-d]pyrimidin-4(3H)-one OC(C(=O)N1CC2=C(N=C(NC2=O)C2(CC2)C2=CC=CC=C2)CC1)C1=C(C=CC=C1)C(F)(F)F